2-bromo-5-(tert-butyl)-benzo[b]thiophene BrC1=CC2=C(S1)C=CC(=C2)C(C)(C)C